3-[3-[2-(5-isopropoxy-1H-indazol-3-yl)pyrimidin-4-yl]pyrazol-1-yl]-2-methyl-propan C(C)(C)OC=1C=C2C(=NNC2=CC1)C1=NC=CC(=N1)C1=NN(C=C1)CC(C)C